C(C)(C)(C)C=1SC(=C(N1)C1=CC=CC(=N1)NS(=O)(=O)C1=C(C=CC=C1F)F)C1=NC(=NC=C1)NC1CCN(CC1)S(=O)(=O)C N-(6-(2-(tert-butyl)-5-(2-((1-(methylsulfonyl)piperidin-4-yl)amino)pyrimidin-4-yl)thiazol-4-yl)pyridin-2-yl)-2,6-difluorobenzenesulfonamide